(S)-N-((5-chloro-6-((3-methylisoxazol-5-yl)methoxy)-1H-indol-2-yl)methyl)-2-methoxypropanamide ClC=1C=C2C=C(NC2=CC1OCC1=CC(=NO1)C)CNC([C@H](C)OC)=O